C(C)([O-])=S.[Na+] sodium ethanethioate